tert-butyl 2-[3-[(5-hydroxy-2-pyridyl)oxy]phenoxy]acetate OC=1C=CC(=NC1)OC=1C=C(OCC(=O)OC(C)(C)C)C=CC1